ClC=1C=CC2=C(S(C3=C2C=CC(=C3)Cl)(=O)=O)C1 3,7-dichlorodibenzo[b,d]thiophene 5,5-dioxide